6-bromo-3-(((2,6-dioxopiperidin-3-yl)amino)methyl)benzofuran-2-carboxylic acid BrC1=CC2=C(C(=C(O2)C(=O)O)CNC2C(NC(CC2)=O)=O)C=C1